CCC=CCC Hex-3-ene